ClC=1C=C(C=CC1Cl)NC1=NN(C(=N1)N)S(=O)(=O)C1=CC=CC2=CC=CC=C12 N3-(3,4-dichlorophenyl)-1-(1-naphthylsulfonyl)-1,2,4-triazole-3,5-diamine